ClC1=CC=C(C=C1)C=1N=C2N(C=CC=N2)C1CN1CC2CCC(C1)N2C(=O)C2=CN=CS2 (3-{[2-(4-chlorophenyl)imidazo[1,2-a]pyrimidin-3-yl]methyl}-3,8-diazabicyclo[3.2.1]oct-8-yl)(1,3-thiazol-5-yl)methanone